(R)-tert-butyl 2-(1-(4-amino-2-fluorophenyl)-4-hydroxyazepan-4-yl)acetate NC1=CC(=C(C=C1)N1CC[C@@](CCC1)(O)CC(=O)OC(C)(C)C)F